7-bromo-1-(tert-butyl)-3-methyl-1H-indazole BrC=1C=CC=C2C(=NN(C12)C(C)(C)C)C